CN1CC(C1)(C)[C@@](C=1C=C(C=NC1)C1=NOC(=N1)C1CCN(CC1)C(C)=O)(C1=CC=C(C=C1)C(C)C)O 1-[4-(3-{5-[(R)-(1,3-dimethyl-azetidin-3-yl)-hydroxy-(4-isopropyl-phenyl)-methyl]-pyridin-3-yl}-[1,2,4]oxadiazol-5-yl)-piperidin-1-yl]-ethanone